(R)-2-(difluoromethyl)oxirane FC([C@@H]1OC1)F